5-[6-fluoro-5-[[4-methyl-6-(methylamino)pyrimidin-2-yl]amino]-2,3-dihydrobenzofuran-7-yl]-2,3,4,7-tetrahydro-1H-azepin-3-ol FC1=C(C2=C(CCO2)C=C1NC1=NC(=CC(=N1)C)NC)C=1CC(CNCC1)O